NC1=C2C(=NC=N1)N(N=C2C=2C=C(C(=O)N)C=CC2)C(C)C2=NN(C1=CC(=CC=C21)Cl)C=2C=NC=CC2 3-(4-amino-1-(1-(6-chloro-1-(pyridin-3-yl)-1H-indazol-3-yl)ethyl)-1H-pyrazolo[3,4-d]pyrimidin-3-yl)benzamide